C(C)(C)(C)OC(=O)C1CC2(C1)NC(OC2C)=O 8-methyl-6-oxo-7-oxa-5-azaspiro[3.4]octane-2-carboxylic acid tert-butyl ester